Aminooxazepine NC1=NOC=CC=C1